C[C@@H]1CN=C(CC1)C=1C=C2C=CC=NC2=CC1 6-[(3S)-3-methyl-2,3,4,5-tetrahydropyridin-6-yl]quinoline